(S)-2-amino-N-hydroxy-3-(4-(5-(4'-hydroxy-6-methoxybiphenyl-3-yl)-1,2,4-oxadiazol-3-yl)phenyl)propanamide N[C@H](C(=O)NO)CC1=CC=C(C=C1)C1=NOC(=N1)C=1C=C(C(=CC1)OC)C1=CC=C(C=C1)O